ClC1=CC=C2C(=C(C(N(C2=C1)C)=O)C(=O)N)N1CCC(CC1)OC1=CC=C(C=C1)OC(F)(F)F 7-chloro-1-methyl-2-oxo-4-{4-[4-(trifluoromethoxy)phenoxy]piperidin-1-yl}-1,2-dihydroquinoline-3-carboxamide